FC(OC=1C=C(C=CC1)C1[C@@H]2CN(C[C@H]12)C(=O)C1CC2(C1)NC(OC2)=O)(F)F (2s,4S)-2-((1R,5s,6S)-6-(3-(Trifluoromethoxy)phenyl)-3-azabicyclo[3.1.0]hexane-3-carbonyl)-7-oxa-5-azaspiro[3.4]octan-6-one